FC(C=1C=NC(=CC1)S)(F)F 3-trifluoromethylpyridine-6-thiol